C(C)N1C(=CC2=CC(=CC=C12)\C=C\C)C=1C(=NC=CC1)[C@H](C)OC 1-ethyl-2-{2-[(1S)-1-methoxyethyl]pyridin-3-yl}-5-[(1E)-prop-1-en-1-yl]indole